COC(CCC=1C=C(C=CC1)CC(=O)O)=O 2-(3-(3-methoxy-3-oxopropyl)phenyl)acetic acid